CN1N=C2C(=CC(=CC2=C1)C1=CC=C2C(N(C=NC2=C1)C1CCNCC1)=O)C 7-(2,7-dimethyl-2H-indazol-5-yl)-3-(piperidin-4-yl)quinazolin-4(3H)-one